methyl 2-(4-(2-(4-(1-(2-ethoxyethyl)-1H-benzo[d]imidazol-2-yl) piperidin-1-yl) ethyl) phenyl)-2-methylpropionate C(C)OCCN1C(=NC2=C1C=CC=C2)C2CCN(CC2)CCC2=CC=C(C=C2)C(C(=O)OC)(C)C